cyclohexyl-Thiourea C1(CCCCC1)NC(=S)N